(2S,4S)-2-methylpiperidin-4-ol C[C@@H]1NCC[C@@H](C1)O